C(C)N1C(S\C(\C1=O)=C/C=1C=NN(C1)C1=CC=C(C=C1)C(C)C)=S (5Z)-3-ethyl-5-[[1-(4-isopropylphenyl)pyrazol-4-yl]methylene]-2-thioxo-thiazolidin-4-one